(S)-{2-[1-(4-fluorophenyl)ethylamino]-6-(pyrazin-2-ylamino)pyridin-4-yl}[4-(methanesulfonyl)piperazin-1-yl]methanone FC1=CC=C(C=C1)[C@H](C)NC1=NC(=CC(=C1)C(=O)N1CCN(CC1)S(=O)(=O)C)NC1=NC=CN=C1